(1R,2S,5R)-2-isopropyl-5-methyl-N-(4-(piperazin-1-ylmethyl)benzyl)cyclohexanecarboxamide dihydrochloride Cl.Cl.C(C)(C)[C@H]1[C@@H](C[C@@H](CC1)C)C(=O)NCC1=CC=C(C=C1)CN1CCNCC1